C(C)C1=NOC(=C1C=1C=C2C(=NC1)N(C=C2C2=C(C=C(C(=O)OC)C=C2)OC(F)(F)F)C2CCOCC2)C methyl 4-(5-(3-ethyl-5-methylisoxazol-4-yl)-1-(tetrahydro-2H-pyran-4-yl)-1H-pyrrolo[2,3-b]pyridin-3-yl)-3-(trifluoromethoxy)benzoate